HydroPeroxide [O-]O